5-(5-iodo-1H-indazol-1-yl)-1-methylpyridin-2(1H)-one IC=1C=C2C=NN(C2=CC1)C=1C=CC(N(C1)C)=O